(2-amino-3-(3-((6-((2-fluorobenzyl)oxy)pyridin-3-yl)methyl)isoxazol-5-yl)pyridin-1-ium-1-yl)methyl hydrogen phosphate P(=O)(OC[N+]1=C(C(=CC=C1)C1=CC(=NO1)CC=1C=NC(=CC1)OCC1=C(C=CC=C1)F)N)(O)[O-]